(5-Chloro-1-methyl-3-(5-methylisoxazol-3-yl)-1H-pyrazol-4-yl)(9-((3,3-dimethylbutyl)amino)-3-azaspiro[5.5]undecan-3-yl)methanone ClC1=C(C(=NN1C)C1=NOC(=C1)C)C(=O)N1CCC2(CC1)CCC(CC2)NCCC(C)(C)C